2-methyl-N-[(1R)-1-[2-(1-methyl-1H-pyrazol-4-yl)quinolin-4-yl]ethyl]-5-[(methylamino)methyl]benzamide CC1=C(C(=O)N[C@H](C)C2=CC(=NC3=CC=CC=C23)C=2C=NN(C2)C)C=C(C=C1)CNC